2,2'-bipyridine-5,5'-dicarbaldehyde N1=C(C=CC(=C1)C=O)C1=NC=C(C=C1)C=O